C(CC(=O)OC(C)(C)C)(=O)OC(C)(C)C ditertbutyl malonate